potassium bis(dithiocarbamate) C(N)([S-])=S.C(N)([S-])=S.[K+].[K+]